N-[4-chloro-3-[(1-cyano-cyclopropyl)carbamoyl]phenyl]-2-methyl-5-(1,1,2,2,2-pentafluoroethyl)-4-(trifluoromethyl)pyrazole-3-carboxamide ClC1=C(C=C(C=C1)NC(=O)C=1N(N=C(C1C(F)(F)F)C(C(F)(F)F)(F)F)C)C(NC1(CC1)C#N)=O